lead-tin-silver oxide [O-2].[Ag+].[Sn+4].[Pb+2]